C(C)(C)(C)C1=CC=C(C(=N1)C1=CC(=C(C=C1F)[C@H](C)NC1=NC=CC2=C1CN(C2=O)CC)F)OC (S)-4-((1-(4-(6-(tert-butyl)-3-methoxypyridin-2-yl)-2,5-difluorophenyl)ethyl)amino)-2-ethyl-2,3-dihydro-1H-pyrrolo[3,4-c]pyridin-1-one